(6,6-dioxo-6lambda6-thia-2,5-diazaspiro[3.5]nonan-2-yl)-[6-[[1-methyl-3-(trifluoromethyl)pyrazol-4-yl]methyl]-2-azaspiro[3.3]heptan-2-yl]methanone O=S1(NC2(CN(C2)C(=O)N2CC3(C2)CC(C3)CC=3C(=NN(C3)C)C(F)(F)F)CCC1)=O